N-tert-butyl-1-(4-nitrophenyl)methanimine C(C)(C)(C)N=CC1=CC=C(C=C1)[N+](=O)[O-]